7-(bicyclo[4.2.0]octa-1,3,5-trien-2-yl)-6-(4-(4-(dimethoxymethyl)piperidin-1-yl)phenyl)-1-fluoro-3-(tetrahydro-2H-pyran-2-yl)-3,8,9,10-tetrahydrocyclohepta[e]indazole C12=C(C=CC=C2CC1)C1=C(C2=C(C=3C(=NN(C3C=C2)C2OCCCC2)F)CCC1)C1=CC=C(C=C1)N1CCC(CC1)C(OC)OC